ClC1=C(C(=C(C=C1OC)OC)Cl)C=1N(C(C=2C=C(N=CC2C1)NC1=C(C=CC=C1C)NC(C=C)=O)=O)C N-(2-((7-(2,6-dichloro-3,5-dimethoxyphenyl)-6-methyl-5-oxo-5,6-dihydro-2,6-naphthyridin-3-yl)amino)-3-methylphenyl)acrylamide